3-[(3R)-3-[1-[5-acetyl-4-[[(1R)-1-(2,4-dichlorophenyl)ethyl]amino]pyrimidin-2-yl]azetidin-3-yl]-1-piperidyl]-1-methyl-cyclobutanecarboxylic acid C(C)(=O)C=1C(=NC(=NC1)N1CC(C1)[C@@H]1CN(CCC1)C1CC(C1)(C(=O)O)C)N[C@H](C)C1=C(C=C(C=C1)Cl)Cl